2-(2-(2-(5,7-Dioxo-2,6-diazaspiro[3.5]nonan-2-yl)-2-oxoethoxy)ethoxy)ethan-1-aminium 2,2,2-trifluoroacetate FC(C(=O)[O-])(F)F.O=C1C2(CN(C2)C(COCCOCC[NH3+])=O)CCC(N1)=O